1-(1H-1,2,4-triazole-1-yl)propan N1(N=CN=C1)CCC